(S)-1-((R)-4-amino-8-(3-hydroxy-2,6-dimethylphenyl)pyrido[3,4-d]pyrimidin-6-yl)-3-methylpyrrolidin-3-ol NC=1C2=C(N=CN1)C(=NC(=C2)N2C[C@](CC2)(O)C)C2=C(C(=CC=C2C)O)C